3-ethoxy-4-(ethylamino)cyclobut-3-ene-1,2-dione C(C)OC=1C(C(C1NCC)=O)=O